NCC(COC1=C(C=CC(=C1)C(F)(F)F)C=1OC2=C(C=CC=C2C(C1)=O)Cl)O 2-[2-(3-amino-2-hydroxy-propoxy)-4-(trifluoromethyl)phenyl]-8-chloro-chromen-4-one